C(C)(=O)N1[C@H]([C@H](CCC1)NS(=O)(=O)C)CC=1C=C(C=CC1)C1=CC=CC=C1 N-(cis-1-acetyl-2-(biphenyl-3-ylmethyl)piperidin-3-yl)methanesulfonamide